[Na+].[Na+].C(C)(C)(C)C1CC(C(CC1)C(=O)[O-])C(=O)[O-] 4-t-butyl-cyclohexane-1,2-dicarboxylic acid, disodium salt